4-chloro-3-(5,7-difluoro-6-(methoxymethyl)-4-oxo-1,4-dihydroquinolin-2-yl)benzonitrile ClC1=C(C=C(C#N)C=C1)C=1NC2=CC(=C(C(=C2C(C1)=O)F)COC)F